C(C)(C)C=1C(=C(C=CC1)C(C)C)C(C)(C)C1=CC=CC=C1 isopropyl-cumyl-cumene